FC=1C=C(C=CC1)C=1N(C(=NN1)SCC(=O)O)C1=CC=CC=C1 2-(5-(3-fluorophenyl)-4-phenyl-4H-1,2,4-triazol-3-ylthio)acetic acid